NC1=NC=2C=CC=C(C2C2=C1N=C(N2CC(C)(O)C)COCC)OC 1-(4-amino-2-(ethoxymethyl)-9-methoxy-1H-imidazo[4,5-c]quinolin-1-yl)-2-methylpropan-2-ol